NC=1C=C(C=C(C1)C(F)(F)F)[C@@H](C)NC=1C2=C(N=C(N1)NC(C)C)C=NC(=C2)N2CCC(CC2)OC (R)-N4-(1-(3-amino-5-(trifluoromethyl)phenyl)ethyl)-N2-isopropyl-6-(4-methoxypiperidin-1-yl)pyrido[3,4-d]pyrimidine-2,4-diamine